ClC1=C2C(=NN(C2=C(C=C1)[N+](=O)[O-])C)N 4-chloro-1-methyl-7-nitro-1H-indazol-3-amine